F[C@@]1(C[C@@H]2C[C@H](NC[C@@H]2CC1)C(=O)OCC(CC)CC)CCC1=NN=NN1 2-ethylbutyl (3S,4aS,6R,8aR)-6-fluoro-6-[2-(1H-1,2,3,4-tetrazol-5-yl)ethyl]-decahydroisoquinoline-3-carboxylate